ClC1=C(C(=CC=C1Cl)O)C1CC(N(C1)CCNO)=O 4-(2,3-dichloro-6-hydroxyphenyl)-1-(2-(hydroxyamino)ethyl)pyrrolidin-2-one